Cl.C1[C@H](C12CCCCC2)N |r| (±)-spiro[2.5]octan-2-amine hydrochloride